C(C1=CC=CC=C1)OC=1C=C(C=CC1OCC1=CC=CC=C1)OC(C(C=O)N(CC1=CC=CC=C1)CC1=CC=CC=C1)=O (3,4-bis(benzyloxy) phenyl)-2-dibenzylamino-3-oxopropanoate